{3-(3,4-epoxycyclohexyl)propyl}dimethylethoxysilane C1(CC2C(CC1)O2)CCC[Si](OCC)(C)C